N-(1-bromonaphthalen-2-yl)propanamide BrC1=C(C=CC2=CC=CC=C12)NC(CC)=O